BrC=1C=C(C=NC2=C(C=C(C=C2)Cl)Cl)C=CC1 N-(3-bromobenzylidene)-2,4-dichloro-benzeneamine